C(C)(C)S(=O)(=O)N1CCNCC1 4-(isopropylsulfonyl)piperazin